5-fluoro-2-(2-fluoro-5-tritylpyrrolo[2,3-b]pyrazin-7-yl)-6-(2-thienyl)pyrimidin FC=1C=NC(=NC1C=1SC=CC1)C1=CN(C2=NC=C(N=C21)F)C(C2=CC=CC=C2)(C2=CC=CC=C2)C2=CC=CC=C2